C1(CC1)CN1C(=CC=2C=CN3C=CN=C3C12)C=O 12-(cyclopropylmethyl)-3,6,12-triazatricyclo[7.3.0.02,6]dodeca-1(9),2,4,7,10-penta-ene-11-carbaldehyde